C(=O)(OC(C)(C)C)NCCCC(=O)O 4-(BOC-amino)-butyric acid